1,1,1-trimethyl-N-phenylsilaneamine C[Si](NC1=CC=CC=C1)(C)C